O[C@@H]1[C@H](CCCC1)NC(C1=CC(=C(C=C1)C)NC1=C2C=NC(=NC2=CC=C1)NC)=O N-[(1S,2S)-2-hydroxycyclohexyl]-4-methyl-3-{[2-(methylamino)quinazolin-5-yl]amino}benzamide